C(C)OC(CCC\C=C/C\C=C/C\C=C/CC=CC\C=C/CC)NCCCCO 4-(((5z,8z,11z,17z)-1-ethoxyeicosa-5,8,11,14,17-penten-1-yl)amino)butan-1-ol